3-((3-iodo-1-methyl-1H-pyrazol-4-yl)methyl)-1-((2-(trimethylsilyl)ethoxy)methyl)-1H-pyrazole-5-carbonitrile IC1=NN(C=C1CC1=NN(C(=C1)C#N)COCC[Si](C)(C)C)C